2-(4-fluorophenyl)-4-(4-methoxyphenyl)-4-(2-quinolinyl)butanoic acid methyl ester COC(C(CC(C1=NC2=CC=CC=C2C=C1)C1=CC=C(C=C1)OC)C1=CC=C(C=C1)F)=O